OC(CN1N=CC(=C1)C1=C(C=2C(=NC=C3C2N(C(N3C)=O)C(C)C)N1)C=1C=C3C=NN(C3=CC1)C)(C)C 7-(1-(2-hydroxy-2-methylpropyl)-1H-pyrazol-4-yl)-1-isopropyl-3-methyl-8-(1-methyl-1H-indazol-5-yl)-3,6-dihydroimidazo[4,5-d]pyrrolo[2,3-b]pyridin-2(1H)-one